NC1=NC(=NC2=C(C=CC=C12)C=1C=C(C=CC1)NS(=O)(=O)C=C)NC1=CC=C(C=C1)N1CCN(CC1)C N-(3-(4-amino-2-((4-(4-methylpiperazin-1-yl)phenyl)amino)quinazolin-8-yl)phenyl)ethenesulfonamide